1-(4'-ethoxy-2-fluoro-[1,1'-biphenyl]-4-yl)ethan-1-one C(C)OC1=CC=C(C=C1)C1=C(C=C(C=C1)C(C)=O)F